FC1=C(C(=O)NCC2CCC(CC2)N2N=C3C=C(C=CC3=C2)C(NO)=N)C=C(C(=C1F)OCC1=CC=C(C=C1)OC)F 2,3,5-Trifluoro-N-({(1r,4r)-4-[6-(N-hydroxycarbamimidoyl)-2H-indazol-2-yl]cyclohexyl}methyl)-4-[(4-methoxyphenyl)methoxy]benzamide